tert-butyl (1-(2-methoxybenzo[d]thiazol-7-yl)piperidin-4-yl)carbamate COC=1SC2=C(N1)C=CC=C2N2CCC(CC2)NC(OC(C)(C)C)=O